CO[Si](CCCN(CCN(C)C)CCC[Si](OC)(OC)OC)(OC)OC bis(3-trimethoxysilylpropyl)-[2-(dimethylamino)ethyl]amine